C1C(CC12CCC2)NC(N)=O 3-{spiro[3.3]heptan-2-yl}urea